(S)-piperidin-3-ylcarboxylic acid tert-butyl ester C(C)(C)(C)OC(=O)[C@@H]1CNCCC1